5-(3-(2-(4-(Methylsulfonyl)phenyl)ethynyl)phenoxy)-1H-1,2,3-triazole-4-carboxylic acid CS(=O)(=O)C1=CC=C(C=C1)C#CC=1C=C(OC2=C(N=NN2)C(=O)O)C=CC1